3-(((7-(2-((tert-Butoxycarbonyl)amino)pyrimidin-4-yl)-2,3-dihydrofuro[3,2-c]pyridin-4-yl)amino)methyl)-5-fluorobenzoic acid C(C)(C)(C)OC(=O)NC1=NC=CC(=N1)C=1C2=C(C(=NC1)NCC=1C=C(C(=O)O)C=C(C1)F)CCO2